[N+](=O)([O-])C=1C(=NC=CC1)C(C(=O)OC(C)(C)C)C(=O)OCC 1-(tert-butyl) 3-ethyl 2-(3-nitropyridin-2-yl)malonate